N1=CC(=CC=C1)C=1C=CC=C2C(=NC=NC12)N[C@H](CN1CCN(CC1)S(=O)(=O)C1=CN=C(S1)NC(C)=O)C N-[5-[4-[(2S)-2-[(8-pyridin-3-ylquinazolin-4-yl)amino]propyl]piperazin-1-yl]sulfonyl-1,3-thiazol-2-yl]acetamide